C1(=CC=CC=C1)[C@H]1CC[C@H](N1C(CC1=CC=CC=C1)=O)C(=O)O (2S,5R)-5-phenyl-1-(2-phenylacetyl)pyrrolidine-2-carboxylic acid